CO[C@H]1CN(C([C@H]2N(C[C@@H](OC3=NC=CC(C=4N=CC=C5N=C(N(C1)C45)C)=N3)C2)C(=O)OCC2=CC=CC=C2)=O)C benzyl (8S,11S,15R)-15-methoxy-13,18-dimethyl-12-oxo-7-oxa-5,10,13,17,19,23,26-heptazapentacyclo[15.6.1.12,6.18,11.020,24]hexacosa-1(24),2(26),3,5,18,20,22-heptaene-10-carboxylate